ClC1=NC=C(C=N1)CN1CCCCC1 2-chloro-5-(piperidin-1-ylmethyl)pyrimidine